C(C)(C)C1=CC=C(C=C1)C(O)C1=CC(=CC=C1)C1=NC(=NO1)C1(CCOCC1)C (4-isopropyl-phenyl)-{3-[3-(4-methyl-tetrahydro-pyran-4-yl)-[1,2,4]oxadiazol-5-yl]-phenyl}-methanol